CC1=CC=C(C=C1)S(=O)(=O)O.ClC1=CC(=C(C=C1)C1(OC2=C(O1)C=CC(=C2C2=CC(NCC2)=O)F)C)F 4-(2-(4-chloro-2-fluorophenyl)-5-fluoro-2-methylbenzo[d][1,3]dioxolan-4-yl)-5,6-dihydropyridin-2(1H)-one p-methylbenzenesulfonate